2-(fluoromethyl)cyclopropane-1-carboxylic acid FCC1C(C1)C(=O)O